1-(3-aminopropyl)-3-phenylurea NCCCNC(=O)NC1=CC=CC=C1